C(=O)ON(C1=C(C(=C(C=C1)NCC1=CC=C(C=C1)C(F)(F)F)F)N)CC ethyl(2-amino-3-fluoro-4-((4-(trifluoromethyl)benzyl)amino)phenyl)amino Formate